quinolinyl-phenylsulfonyl-phenoxyfluorine N1=C(C=CC2=CC=CC=C12)C=1C(=C(OF)C=CC1)S(=O)(=O)C1=CC=CC=C1